NC=1C2=C(NC(C1C1=NC=3C(=NC(=CC3)N3CCN(CC3)C)N1)=O)SC=C2 4-amino-5-(5-(4-methylpiperazin-1-yl)-3H-imidazo[4,5-b]pyridin-2-yl)thieno[2,3-b]pyridin-6(7H)-one